12-oxolauric acid methyl ester COC(CCCCCCCCCCC=O)=O